(4-(3-cyano-6-(1-(oxetan-3-ylmethyl)-1H-pyrazol-4-yl)pyrazolo[1,5-a]pyridin-4-yl)-3,6-dihydro-2H-[1,3'-bipyridin]-6'-yl)acrylamide C(#N)C=1C=NN2C1C(=CC(=C2)C=2C=NN(C2)CC2COC2)C=2CCN(CC2)C=2C=NC(=CC2)C(C(=O)N)=C